NC=1SC2=C(N1)C(=CC=C2)C2=C(C=C1C(=NC(=NC1=C2F)OC[C@H]2N(CCC2)C)N2CCN(CC2)C(=O)OC(C)(C)C)CC tert-butyl 4-(7-(2-aminobenzo[d]thiazol-4-yl)-6-ethyl-8-fluoro-2-(((S)-1-methylpyrrolidin-2-yl)methoxy)quinazolin-4-yl)piperazine-1-carboxylate